FC=1C=C(C=C(C1)F)[C@H](C)NC(=O)C=1C(NC2=C(N=C(C=C2C1N1CCN[C@H](CC1)C)C)C1CC1)=O N-[(S)-1-(3,5-difluorophenyl)ethyl]-4-[(S)-5-methyl-1,4-diazepan-1-yl]-8-cyclopropyl-6-methyl-2-oxo-1,2-dihydro-1,7-diaza-3-naphthamide